2-(4-(ethylsulfonyl)phenyl)-N-(6-(2-methyl-2-(1-methyl-1H-pyrazol-4-yl)propionyl)pyridin-3-yl)acetamide C(C)S(=O)(=O)C1=CC=C(C=C1)CC(=O)NC=1C=NC(=CC1)C(C(C)(C=1C=NN(C1)C)C)=O